(3R,3aR,6aS)-2-(6-methyl-4-(trifluoromethyl)pyridin-2-yl)-3-(4-(m-tolyl)-4H-1,2,4-triazol-3-yl)hexahydrocyclopenta[c]pyrrol-1(2H)-one CC1=CC(=CC(=N1)N1C([C@@H]2[C@H]([C@@H]1C1=NN=CN1C=1C=C(C=CC1)C)CCC2)=O)C(F)(F)F